CN1N=NN=C1C(C1=CC=CC=C1)=NOCC1=CC=CC(=N1)NC(OC(C)(C)C)=O tert-butyl {6-[({[(1-methyl-1H-tetrazol-5-yl) (phenyl)methylene]amino}oxy)methyl]pyridin-2-yl}carbamate